COC1=C(C=C(C=C1)OC1=CC=C(C=C1)C(F)(F)F)NC(=O)[C@H]1NC(N(C1)C)=O (S)-N-(2-methoxy-5-(4-(trifluoromethyl)phenoxy)phenyl)-1-methyl-2-oxoimidazolidine-4-carboxamide